(R)-1-(1-((1H-indol-3-yl)methyl)-7-ethoxy-6-methoxy-3,4-dihydroisoquinoline-2(1H)-yl)-2-methoxyethane-1-one N1C=C(C2=CC=CC=C12)C[C@H]1N(CCC2=CC(=C(C=C12)OCC)OC)C(COC)=O